O.CC1=CC=C(C=C1)S(=O)(=O)[O-].ONC([C@H](C(C)([NH3+])C)NC(C1=CC=C(C=C1)C#CC1=CC=C(C=C1)C[NH2+]CCOC)=O)=O.CC1=CC=C(C=C1)S(=O)(=O)[O-] (S)-4-(hydroxyamino)-3-(4-((4-(((2-methoxyethyl)ammonio)methyl)phenyl)ethynyl)benzamido)-2-methyl-4-oxobutan-2-aminium 4-methylbenzenesulfonate hydrate